2,5-bis-(6-triisopropylsilylhexynyl)-benzene C(C)(C)[Si](CCCCC#CC1=CC=C(C=C1)C#CCCCC[Si](C(C)C)(C(C)C)C(C)C)(C(C)C)C(C)C